C(SC(C)C1=CC=CC=C1)(OCC)=S O-ethyl (1-phenylethyl) dithiocarbonate